1-(4-(2-(3,4-dimethoxyphenyl)-3-ethyl-1H-indol-5-yl)piperidin-1-yl)-2-((3-hydroxy-2,2-dimethylpropyl)amino)ethan-1-one COC=1C=C(C=CC1OC)C=1NC2=CC=C(C=C2C1CC)C1CCN(CC1)C(CNCC(CO)(C)C)=O